diisobutyl-2,3-dineopentylsuccinate C(C(C)C)OC(C(C(C(=O)OCC(C)C)CC(C)(C)C)CC(C)(C)C)=O